CC1=CC=CC2=CC3=CC=CC=C3C(=C12)CO methyl-9-anthracenemethanol